COC([C@@H](NC(\C=C/C=1C(=NN(C1)C1=CC(=CC=C1)Cl)C1=CC=C(C=C1)OC)=O)CC1=CNC2=CC=CC=C12)=O (Z)-(3-(1-(3-chlorophenyl)-3-(4-methoxyphenyl)-1H-pyrazol-4-yl)acryloyl)-L-tryptophan methyl ester